trans-4-bromo-N-(4-(2-(3-methylureido)cyclopropyl)phenyl)-benzamide BrC1=CC=C(C(=O)NC2=CC=C(C=C2)[C@H]2[C@@H](C2)NC(=O)NC)C=C1